N1(CCOCC1)C(=O)C=1C=C(C=CC1)C1=C(C(=O)N)C=CC=C1OCCC1=CC=CC=C1 (3-(morpholine-4-carbonyl)phenyl)-3-phenethyloxybenzamide